2-((R)-1-(((S)-tert-butylsulfinyl)amino)-4-fluoro-2,3-dihydro-1H-inden-1-yl)acetic acid methyl ester COC(C[C@@]1(CCC2=C(C=CC=C12)F)N[S@@](=O)C(C)(C)C)=O